C1(=CC=CC=C1)C(=O)N benzene-1-carboxamide